N-benzylidene-3-(Trimethoxysilyl)propan-1-amine C(C1=CC=CC=C1)=NCCC[Si](OC)(OC)OC